C(C)(C)C1=CC(=[N+](C2=CC=CC=C12)[O-])C1=C(C=CC=C1)C 4-isopropyl-2-(o-tolyl)quinoline 1-oxide